C12C(CC(CC1)C2)CC(S(=O)(=O)[O-])(F)F 2-(bicyclo[2.2.1]hept-2-yl)-1,1-difluoroethanesulfonate